C(#N)C1=C(C=CC=C1)SC=1C=2N(C=C(C1)C=1C=NN(C1)[C@@H]1CNC(CC1)=O)N=CC2C#N (S)-4-((2-cyanophenyl)thio)-6-(1-(6-oxopiperidin-3-yl)-1H-pyrazol-4-yl)pyrazolo[1,5-a]pyridine-3-carbonitrile